C(C)(C)(C)C1=NC=C(C(=N1)OC1=CC=CC=C1)C(=O)N1CC(C1)=CS(=O)(=O)C (2-(tert-butyl)-4-phenoxypyrimidin-5-yl)(3-((methylsulfonyl)methylene)azetidin-1-yl)methanone